CN1CCN(CC1)CCCN1CCN(C2=CC=CC=C12)C1=NC=CC=C1 3-(4-methylpiperazin-1-yl)-1-(4-(pyridin-2-yl)-3,4-dihydroquinoxalin-1(2H)-yl)propan